1,1-bis(4-acryloyloxydiethoxyphenyl)methane magnesium [Mg].C(C=C)(=O)OC1=C(C(=C(C=C1)CC1=C(C(=C(C=C1)OC(C=C)=O)OCC)OCC)OCC)OCC